(R)-5-(5-(4-fluorophenyl)-1H-indole-2-carboxamido)pentane-1,4-diamine FC1=CC=C(C=C1)C=1C=C2C=C(NC2=CC1)C(=O)NC[C@@H](CCCN)N